C(C)N1C2=C([C@H]([C@H](C1=O)NC(C1=CC(=CC=C1)C(F)(F)F)=O)C1=CC=C(C=C1)F)C(=NN2C2=CC=CC=C2)[C@H]2OC2 |&1:38| rac-N-((4R,5R)-7-ethyl-4-(4-fluorophenyl)-3-(oxiran-2-yl)-6-oxo-1-phenyl-4,5,6,7-tetrahydro-1H-pyrazolo[3,4-b]pyridin-5-yl)-3-(trifluoromethyl)benzamide